(±)-2,2'-bis(diphenylphosphino)binaphthyl C1(=CC=CC=C1)P(C1=C(C2=CC=CC=C2C=C1)C1=C(C=CC2=CC=CC=C12)P(C1=CC=CC=C1)C1=CC=CC=C1)C1=CC=CC=C1